2-(3,4-dichlorostyryl)quinoline ClC=1C=C(C=CC2=NC3=CC=CC=C3C=C2)C=CC1Cl